1,4-dimercapto-terephthalic acid SC1(C(=O)O)C=CC(C(=O)O)(C=C1)S